Ethyl (R)-1-((4-(piperidin-1-ylsulfonyl)phenyl)sulfonyl)piperidine-3-carboxylate N1(CCCCC1)S(=O)(=O)C1=CC=C(C=C1)S(=O)(=O)N1C[C@@H](CCC1)C(=O)OCC